BrC1=CC=2C3=C(NC2C=C1)C(CC3)NCCCNC(OC(C)(C)C)=O tert-Butyl (3-((7-bromo-1,2,3,4-tetrahydrocyclopenta[b]indol-3-yl)amino)propyl)carbamate